FC1(CCN(CC1)C1=NC(=NC=C1)NC(C1=C(C=C(C=C1N1CCC2(CC2)CC1)NS(=O)(=O)CCO)F)=O)F N-(4-(4,4-difluoropiperidin-1-yl)pyrimidin-2-yl)-2-fluoro-4-((2-hydroxyethyl)sulfonamido)-6-(6-azaspiro[2.5]octan-6-yl)benzamide